5-amino-N-((5-cyclopropyl-3-fluoropyridin-2-yl)methyl)-N-isopropyl-1-((2-(trimethylsilyl)ethoxy)methyl)-6,8-dihydro-1H-furo[3,4-d]pyrrolo[3,2-b]pyridine-2-carboxamide NC1=C2C(=C3C(=N1)C=C(N3COCC[Si](C)(C)C)C(=O)N(C(C)C)CC3=NC=C(C=C3F)C3CC3)COC2